CON=C1CCN[C@@H](CC1)CO (S)-7-(Hydroxymethyl)azepan-4-one O-methyl oxime